FC1=C(C=CC(=C1NCC=1C=C2C(=NC1)NN=C2C)F)NS(=O)(=O)C=2C(=NC=C(C2)F)C N-[2,4-difluoro-3-[([3-methyl-1H-pyrazolo[3,4-b]pyridin-5-yl]methyl)amino]phenyl]-5-fluoro-2-methylpyridine-3-sulfonamide